8-(2-((4-methoxybenzyl)oxy)ethyl)heptadecanoic acid (Z)-undec-2-en-1-yl ester C(\C=C/CCCCCCCC)OC(CCCCCCC(CCCCCCCCC)CCOCC1=CC=C(C=C1)OC)=O